NC[C@@H]1C[C@H](CN1CC1=CC=CC=C1)C#N (3R,5S)-5-(aminomethyl)-1-benzylpyrrolidine-3-carbonitrile